N-hexadecyl-N,N-diethyl-N-benzyl-ammonium C(CCCCCCCCCCCCCCC)[N+](CC1=CC=CC=C1)(CC)CC